FC(C(=O)C1=CC=C(C=C1)C(C)C)(F)F 2,2,2-trifluoro-1-(4-isopropylphenyl)ethane-1-one